NC1=NC(=C(C=2N1N=C(N2)CC2=NC=CC=C2C)C2=C(N=CO2)C)C2=C(C#N)C=CC=C2 (5-amino-8-(4-methyl-oxazol-5-yl)-2-((3-methylpyridin-2-yl)methyl)-[1,2,4]triazolo[1,5-c]pyrimidin-7-yl)benzonitrile